C(C)(C)OC(=O)OCCOC(=O)C=1N2C([C@H]([C@H]2SCC1COC)NC(\C(=N/OC)\C=1N=C(SC1)N)=O)=O (6r,7r)-7-[2-(2-amino-4-thiazolyl)-(Z)-2-(methoxyimino)-acetamido]-3-methoxymethyl-8-oxo-5-thia-1-azabicyclo-[4.2.0]oct-2-ene-2-carboxylic acid isopropoxycarbonyloxyethyl ester